(4-(3-cyclopentyl-2-oxo-7-(trifluoromethyl)indolin-3-yl)phenyl)boronic acid C1(CCCC1)C1(C(NC2=C(C=CC=C12)C(F)(F)F)=O)C1=CC=C(C=C1)B(O)O